N-(2-hydroxyethyl)-1H-pyrazolo[3,4-b]pyridine-5-carboxamide OCCNC(=O)C=1C=C2C(=NC1)NN=C2